P(=O)(OCCCCCCCCCC)(OCCN1CCN(CCC1)C(CCCCCC)CCCCCC)O decyl (2-(4-(tridecan-7-yl)-1,4-diazepan-1-yl)ethyl) hydrogen phosphate